C(C1=CC=CC=C1)NC1=C2N=CN(C2=NC(=N1)C=1C=NC=C(C1)Cl)[C@H]1[C@@H]([C@@H]([C@H](O1)C(=O)NCC)O)O (2S,3S,4R,5R)-5-(6-(benzylamino)-2-(5-chloropyridin-3-yl)-9H-purin-9-yl)-N-ethyl-3,4-dihydroxyltetrahydrofuran-2-formamide